2'-bromo-3-chloro-4-[(3-chloro-5-fluoropyridin-2-yl)(2H2)methoxy]-5',6-dimethyl-[1,4'-bipyridin]-2-one BrC1=NC=C(C(=C1)N1C(C(=C(C=C1C)OC([2H])([2H])C1=NC=C(C=C1Cl)F)Cl)=O)C